n-hexadecane carbon [C].CCCCCCCCCCCCCCCC